COC(C1=NC(=C(C=C1)C1CC1)C1=CC=C(C=C1)F)=O 5-cyclopropyl-6-(4-fluorophenyl)picolinic acid methyl ester